C(CC)OCOC(=O)C1C2C=CC(C1)C2=O 5-(n-propoxymethyloxycarbonyl)-7-oxo-bicyclo[2.2.1]Hept-2-ene